1-ethyl-2,2,5,5-tetrapropyl-1-aza-2,5-diSilacyclopentane C(C)N1[Si](CC[Si]1(CCC)CCC)(CCC)CCC